(2S*,5'S*)-N-(2,4-dichlorobenzyl)-5'-fluoro-6',7'-dihydro-5'H-spiro[oxirane-2,8'-quinoline]-5'-carboxamide ClC1=C(CNC(=O)[C@]2(C=3C=CC=NC3[C@]3(CC2)OC3)F)C=CC(=C1)Cl |o1:7,14|